((4aR,6aS,7S)-4a,6a-dimethyl-2-oxo-2,4a,4b,5,6,6a,7,8,9,9a,9b,10,11,11a-tetradecahydro-1H-indeno[5,4-f]quinolin-7-yl)methyl 2,4-dimethoxybenzoate COC1=C(C(=O)OC[C@H]2CCC3[C@@]2(CCC2[C@]4(C=CC(NC4CCC23)=O)C)C)C=CC(=C1)OC